(2-chloro-3,5-dimethoxyphenyl)-2-(methylamino)-8-(2-azaspiro[3.3]heptan-6-yl)pyrido[2,3-d]pyrimidin-7(8H)-one trifluoroacetate FC(C(=O)O)(F)F.ClC1=C(C=C(C=C1OC)OC)C=1C2=C(N=C(N1)NC)N(C(C=C2)=O)C2CC1(CNC1)C2